ClC=1C=C2C(=NC1OC)C(=C(N2C)C2=NN=C(N2)C(COC)OC)C=2C=NNC2 6-chloro-2-(5-(1,2-dimethoxy-ethyl)-4H-1,2,4-triazol-3-yl)-5-methoxy-1-methyl-3-(1H-pyrazol-4-yl)-1H-pyrrolo[3,2-b]pyridine